3,5-dihydroxybiphenyl OC=1C=C(C=C(C1)O)C1=CC=CC=C1